Dinatrium orthophosphat P(=O)([O-])([O-])O.[Na+].[Na+]